OCC1(O)[C@@H](O)[C@H](O)[C@H](O)CO1 D-fructopyranose